(S or R)-2-(5-(2-(((R)-phenyl((R)-1,2,3,4-tetrahydropyrido[2,3-b]pyrazin-3-yl)methyl)amino)ethyl)thiophen-3-yl)propanoic acid C1(=CC=CC=C1)[C@H]([C@H]1CNC2=C(N1)N=CC=C2)NCCC2=CC(=CS2)[C@@H](C(=O)O)C |o1:25|